6-(3-pyridin-4-yl-propoxy)-2-thieno[2,3-c]pyridin-5-yl-3H-quinazolin-4-one N1=CC=C(C=C1)CCCOC=1C=C2C(NC(=NC2=CC1)C=1C=C2C(=CN1)SC=C2)=O